NC=1C(=NC(=CC1)C1=CC=CC=C1)NC1=CC=C(CN(C2CCC(CC2)C(=O)OC)C)C=C1 methyl (1s,4s)-4-((4-((3-amino-6-phenylpyridin-2-yl)amino)benzyl)(methyl)amino)cyclohexane-1-carboxylate